NCCOCCOCCC(=O)NC1=C(C(=O)NC=2N=NC(=CC2)NC)C=CC=C1 2-(3-(2-(2-aminoethoxy)ethoxy)propanamido)-N-(6-(methylamino)pyridazin-3-yl)benzamide